BrC=1C=C(C(=CC1)N)N 4-Bromobenzene-1,2-diamine